2-(3-cyanophenyl)benzo[d]imidazo[2,1-b]thiazole-7-carboxylic acid C(#N)C=1C=C(C=CC1)C=1N=C2SC3=C(N2C1)C=CC(=C3)C(=O)O